C(CCCCCC=CCC=CCC=CCCCCCC)(=O)O 7,10,13-eicostrienoic acid